tert-butyl 3-methyl-6-(4-thiazol-5-ylphenyl)-3,4-dihydro-2H-pyridine-1-carboxylate CC1CN(C(=CC1)C1=CC=C(C=C1)C1=CN=CS1)C(=O)OC(C)(C)C